C1(=CC=CC=C1)S(=O)(=O)N1CC2C(C1)CN(C2)C(=O)N2C[C@@H]1[C@@H](OCC(N1)=O)CC2 (4aR,8aS)-6-(5-(benzenesulfonyl)-1,3,3a,4,6,6a-hexahydropyrrolo[3,4-c]pyrrole-2-carbonyl)-4,4a,5,7,8,8a-hexahydropyrido[4,3-b][1,4]oxazin-3-one